rac-(4aR,8aS)-6-[3-[(3-chlorophenoxy)methyl]pyrrolidine-1-carbonyl]-4,4a,5,7,8,8a-hexahydropyrido[4,3-b][1,4]oxazin-3-one ClC=1C=C(OCC2CN(CC2)C(=O)N2C[C@@H]3[C@@H](OCC(N3)=O)CC2)C=CC1 |r|